OC1=CC=C(/C=C/C(=O)NC(C=2C(C(=O)O)=CC(=CC2)O)=O)C=C1 N-(4'-hydroxy-(E)-cinnamoyl)-5-hydroxyphthalamic acid